(S)-7-hydroxy-5-methoxyflavanone OC1=CC(=C2C(C[C@H](OC2=C1)C1=CC=CC=C1)=O)OC